BrC1=CC2=C(C=N1)N(C(=N2)CN2CCC(CC2)C2=CC=CC=1O[C@](OC12)(C)C1=C(C=C(C=C1)Cl)F)C[C@H]1OCC1 6-Bromo-2-((4-((S)-2-(4-chloro-2-fluorophenyl)-2-methylbenzo[d][1,3]dioxol-4-yl)piperidin-1-yl)methyl)-3-(((S)-oxetan-2-yl)methyl)-3H-imidazo[4,5-c]pyridine